C1(=CC=C(C=C1)C)CC(=O)O.ClC1=CC=CC(=N1)C1CC(CC1)=O 3-(6-chloropyridin-2-yl)cyclopentanone para-cresyl-acetate